[Li].[Ge].C(CCC)N(CCCC)CCCC tributyl-amine germanium lithium